BrC=1C=CN=C2C=C(C(=NC12)OC)C 8-bromo-2-methoxy-3-methyl-1,5-naphthyridine